ClC1=CC2=C(C=N1)N=C(S2)C(=O)NN 6-chlorothiazolo[4,5-c]pyridine-2-carboxylic acid hydrazide